4-fluoro-7-methyl-N-(3-(1-methyl-1H-imidazol-2-yl)phenyl)-1H-indole FC1=C2C=CN(C2=C(C=C1)C)C1=CC(=CC=C1)C=1N(C=CN1)C